FC1=C(C(=O)O[C@@H]2CC3=CC=CC=C3C[C@H]2C2=CC(=C(C(=C2)O)O)O)C=C(C(=C1O)O)O (2r,3s)-3-(3,4,5-trihydroxyphenyl)-1,2,3,4-tetrahydronaphthalen-2-yl 2-fluoro-3,4,5-trihydroxybenzoate